2-(3,3-difluoropropyl)isoindoline-1,3-dione FC(CCN1C(C2=CC=CC=C2C1=O)=O)F